CNC(=O)N[C@H](CC(C)C)C(=O)O (methylcarbamoyl)-D-leucine